O1C2C(=CC=C1)C=CC1=CC=CC=C12 naphtho(1,2-b)pyran